N1C=CC2=CC=C(C=C12)OC1=C(C=C(C=C1Cl)N1N=CC(NC1=O)=O)Cl 2-(4-((1H-indol-6-yl)oxy)-3,5-dichlorophenyl)-3,5-dioxo-2,3,4,5-tetrahydro-1,2,4-triazine